BrC1=C(C(=C(C=C1)C(F)(F)F)F)Cl 1-bromo-2-chloro-3-fluoro-4-(trifluoromethyl)benzene